C(#N)C1CC2(C1)C[C@H](N(CC2)CC2=C1C=CNC1=C(C=C2OC)C)C2=CC=C(C(=O)N[C@H](C)C1COC1)C=C2 4-((2R,4s,6S)-2-cyano-7-((5-methoxy-7-methyl-1H-indol-4-yl)methyl)-7-azaspiro[3.5]nonan-6-yl)-N-((R)-1-(oxetan-3-yl)ethyl)benzamide